6-amino-7-(3-hydroxy-2,6-dimethylphenyl)-3-isopropyl-2-methylimidazo[4,5-b]pyridine-5-carboxamide NC=1C(=C2C(=NC1C(=O)N)N(C(=N2)C)C(C)C)C2=C(C(=CC=C2C)O)C